O1N=C(OCC1)C(CC=1C=C(C=CC1C)C1OCCC(O1)CCC(=O)C1=CC=CC=C1)=NOC 3-(2-(3-(2-(5,6-dihydro-1,4,2-dioxazin-3-yl)-2-(methoxyimino)ethyl)-4-methylphenyl)-1,3-dioxan-4-yl)-1-phenylpropan-1-one